N-((1r,4r)-4-(4-(3-cyano-4-((2-cyanophenyl)thio)pyrazolo[1,5-a]pyridin-6-yl)-1H-pyrazol-1-yl)cyclohexyl)acetamide C(#N)C=1C=NN2C1C(=CC(=C2)C=2C=NN(C2)C2CCC(CC2)NC(C)=O)SC2=C(C=CC=C2)C#N